NC=1C=C(C=C2C=C(N=NC12)NC(=O)[C@@H]1[C@@H](C1)F)C=1C=NC=CC1C1CC1 (1R,2R)-N-(8-Amino-6-(4-cyclopropylpyridin-3-yl)cinnolin-3-yl)-2-fluorocyclopropanecarboxamide